NC=1C(=NC(=C(N1)C1=CC=CC=C1)C1=CC(=NC(=C1)C)C)C(=O)O 3-amino-6-(2,6-dimethylpyridin-4-yl)-5-phenylpyrazine-2-carboxylic acid